rel-(R)-1-(4-(4-((4-([1,2,4]triazolo[1,5-a]pyridin-7-yloxy)-2-fluoro-3-methylphenyl)amino)pyrido[3,2-d]pyrimidin-6-yl)azepan-1-yl)prop-2-en-1-one N=1C=NN2C1C=C(C=C2)OC2=C(C(=C(C=C2)NC=2C1=C(N=CN2)C=CC(=N1)[C@H]1CCN(CCC1)C(C=C)=O)F)C |o1:27|